C1(CC1)CC=1N(C(=CC1C=1SC(=C(N1)C(=O)O)C)C=1C=C(C=CC1)C1=CC(=CC=C1)F)CC1=CC(=C(C=C1)S(N)(=O)=O)F 2-(2-(cyclopropylmethyl)-1-(3-fluoro-4-sulfamoylbenzyl)-5-(3'-fluoro-[1,1'-biphenyl]-3-yl)-1H-pyrrol-3-yl)-5-methylthiazole-4-carboxylic acid